silver-gallium sulfur [S].[Ga].[Ag]